CN(C(=O)OC=1C(=CC(=C(C1)SSSSSSC1=C(C=C(C(=C1)OC(=O)N(C)C)C)C)C)C)C bis(5-dimethylaminocarbonyloxy-2,4-dimethylphenyl) hexasulfide